CC1=NC2=CC=CC(=C2C(N1C1C(NC(CC1)=O)=O)=O)OCC=1SC(=CN1)CN1CCOCC1 3-(2-methyl-5-((5-(morpholinomethyl)thiazol-2-yl)methoxy)-4-oxoquinazolin-3(4H)-yl)piperidine-2,6-dione